S1(C=CC=C1)=O Thiolon